FC1=C(C=C(C=C1)N(C(=O)C1=CC2=C(N=CN2COCC[Si](C)(C)C)C(=C1)COC)C)OC N-(4-fluoro-3-methoxy-phenyl)-7-(methoxymethyl)-N-methyl-3-(2-trimethylsilylethoxymethyl)benzimidazole-5-carboxamide